C(C1=CC=CC=C1)(C1=CC=CC=C1)N1CC2(C1)OC(NC2)=O 2-benzhydryl-5-oxa-2,7-diazaspiro[3.4]octan-6-one